ClC=1C(=NC=C(C1)C(F)(F)F)CN1N=C2N([C@@H](CCC2)C(=O)N2CC(CC2)(F)F)C1=O (5S)-2-{[3-Chloro-5-(trifluoromethyl)pyridin-2-yl]methyl}-5-[(3,3-difluoropyrrolidin-1-yl)carbonyl]-5,6,7,8-tetrahydro[1,2,4]triazolo[4,3-a]pyridin-3(2H)-one